3-((4-(5-chloro-3-methyl-2-(piperidin-4-yloxy)phenyl)pyrrolo[2,1-f][1,2,4]triazin-6-yl)methyl)-6,6-dimethyl-3-azabicyclo[3.1.0]hexane-2,4-dione ClC=1C=C(C(=C(C1)C1=NC=NN2C1=CC(=C2)CN2C(C1C(C1C2=O)(C)C)=O)OC2CCNCC2)C